OCCNC(C=1C=C(C=CC1)NC(=O)C=1N(N=C(C1)C(F)(F)F)C1=CC(=CC=C1)C#N)C1=CC=CC=C1 2-(3-Cyano-phenyl)-5-trifluoromethyl-2H-pyrazole-3-carboxylic acid [3-[(2-hydroxy-ethylamino)-phenyl-methyl]-phenyl]-amide